(p-tolyl)methanone C1(=CC=C(C=C1)C=O)C